5-Amino-2-cyclopropylmethyl-7-(2,4-difluoro-benzyl)-9-methyl-7,9-dihydro-2H-[1,2,4]triazolo[3,4-i]purine-3,8-dione NC=1N2C(C=3N(C(N(C3N1)CC1=C(C=C(C=C1)F)F)=O)C)=NN(C2=O)CC2CC2